C(C)(C)(C)OC(=O)C1=CC=CC2=C(C=CC=C12)C(NC1=CC=C(C=C1)C1=CC=C(C=C1)NC(C1=CC(=C(C=C1)C=1N=NN(N1)CCCC)C=1N=NN(C1)CCCC)=O)=O t-butyl-5-({4'-[3-(1-butyl-1H-1,2,3-triazol-4-yl)-4-(2-butyl-2H-1,2,3,4-tetrazol-5-yl)benzamido]-[1,1'-biphenyl]-4-yl}carbamoyl)naphthalene-1-carboxylate